ClC=1C=C2C(=NC1)C(=CO2)C=2C=C(C(=O)N(C)C)C=CC2 3-(6-chlorofuro[3,2-b]pyridin-3-yl)-N,N-dimethylbenzamide